C1(=CC=C(C=C1)/C=C/C1N(CCCC(C1)(C)C)S(=O)(=O)C1=CC=C(C)C=C1)C1=CC=CC=C1 (E)-2-(2-([1,1'-biphenyl]-4-yl)vinyl)-4,4-dimethyl-1-tosylazepane